C(C)(C)(C)OC(=O)N[C@H](C(C#N)NC1=C(C=CC=C1)C(C)=O)CC1=CNC2=CC=CC=C12 (3S)-3-(tert-butoxycarbonylamino)-2-((2-acetylphenyl)amino)-4-(1H-indol-3-yl)butanenitrile